2-(5,8-dimethyl-1,6-dioxo-2,5-diazaspiro[3.4]octan-2-yl)acetamide CN1C2(CN(C2=O)CC(=O)N)C(CC1=O)C